2-methoxy-4-[6-(2-pyridylmeth-ylamino)imidazo[1,2-b]pyridazin-3-yl]phenol COC1=C(C=CC(=C1)C1=CN=C2N1N=C(C=C2)NCC2=NC=CC=C2)O